C12CC(CC2C1)OC1=C(C=C(C=C1)NC(=O)C=1N=C(OC1CC)N1CC(C1)(C)OC)Cl N-(4-(cis-bicyclo[3.1.0]hexan-3-yloxy)-3-chlorophenyl)-5-ethyl-2-(3-methoxy-3-methylazetidin-1-yl)oxazole-4-carboxamide